5-(3-(2H-benzo[d][1,2,3]triazol-2-yl)-2-hydroxy-5-methylbenzyl)-2-(4-(diethylamino)phenyl)-2-methyl-1,3-dioxane-4,6-dione N=1N(N=C2C1C=CC=C2)C=2C(=C(CC1C(OC(OC1=O)(C)C1=CC=C(C=C1)N(CC)CC)=O)C=C(C2)C)O